C(C)OC(=O)C=1C=NN(C1C(F)(F)F)C1=NC(=CC=C1)NC(=O)OC(C)(C)C 1-(6-((tert-butoxycarbonyl)amino)pyridin-2-yl)-5-(trifluoromethyl)-1H-pyrazole-4-carboxylic acid ethyl ester